(6Ar,10aS)-9-iodo-6,6-dimethyl-3-pentyl-6a,7,8,10a-tetrahydrobenzo[c]chromen-1-ol IC1=C[C@@H]2[C@H](C(OC=3C=C(C=C(C23)O)CCCCC)(C)C)CC1